ClC=1N=C(C=2OCCNC2N1)NCCC1=CNC2=CC(=CC=C12)F 2-chloro-N-[2-(6-fluoro-1H-indol-3-yl)ethyl]-7,8-dihydro-6H-pyrimido[5,4-b][1,4]oxazin-4-amine